FC1=C(C=CC(=C1)F)C1=NC(=CC2=C1N=C(N(C2=O)C)C)N2CC(O[C@H](C2)C2=CC(=NC=C2)C)(C)C (S)-8-(2,4-difluorophenyl)-6-(2,2-dimethyl-6-(2-methylpyridin-4-yl)morpholino)-2,3-dimethylpyrido[3,4-d]pyrimidin-4(3H)-one